CN1CCN(C2=CC(=C(C=C12)C=1C=NN(C1)C)C=O)C1=C2C=C(C(NC2=CC=C1)=O)C 1-methyl-7-(1-methyl-1H-pyrazol-4-yl)-4-(3-methyl-2-oxo-1,2-dihydroquinolin-5-yl)-1,2,3,4-tetrahydroquinoxaline-6-carbaldehyde